3-(4-{[5-amino-8-chloro-6-fluoro-7-(8-methyl-2,3-dihydro-1H-pyrido[2,3-b][1,4]oxazin-7-yl)quinazolin-2-yl]amino}phenyl)-1,3-oxazolidin-2-one NC1=C2C=NC(=NC2=C(C(=C1F)C1=C(C2=C(OCCN2)N=C1)C)Cl)NC1=CC=C(C=C1)N1C(OCC1)=O